benzyl 4-(4-amino-5-carbamoyl-2-fluorophenyl)piperazine-1-carboxylate NC1=CC(=C(C=C1C(N)=O)N1CCN(CC1)C(=O)OCC1=CC=CC=C1)F